N,N'-Dibenzyl-1,3-bis(aminomethyl)-cyclohexan C(C1=CC=CC=C1)NCC1CC(CCC1)CNCC1=CC=CC=C1